5-(1-(isobutylsulfonyl)piperidin-4-yl)-3-isopropyl-2-(2-methylpyridin-4-yl)-1H-indole C(C(C)C)S(=O)(=O)N1CCC(CC1)C=1C=C2C(=C(NC2=CC1)C1=CC(=NC=C1)C)C(C)C